bis(3,4-dimethylphenyl)iodonium CC=1C=C(C=CC1C)[I+]C1=CC(=C(C=C1)C)C